1-(4-(trifluoromethyl)phenyl)cyclopropane FC(C1=CC=C(C=C1)C1CC1)(F)F